BrC=1C=CC(=C(C1)C1(CC1)C1=NOC(=N1)C1=NN(C(=C1)C(F)F)C)C 3-(1-(5-bromo-2-methylphenyl)cyclopropyl)-5-(5-(difluoromethyl)-1-methyl-1H-pyrazol-3-yl)-1,2,4-oxadiazole